1-(3-methylphenyl)-3-[3-(methylsulfonyl)-4-phenoxyphenyl]urea CC=1C=C(C=CC1)NC(=O)NC1=CC(=C(C=C1)OC1=CC=CC=C1)S(=O)(=O)C